N1(CCCC1)C=1C=C(CNC=2OC=CN2)C=CC1 N-(3-(pyrrolidin-1-yl)benzyl)oxazol-2-amine